6-methyl-N-(3-(o-tolyl)propyl)-2-(trifluoromethyl)thieno[2,3-d]pyrimidin-4-amine CC1=CC2=C(N=C(N=C2NCCCC2=C(C=CC=C2)C)C(F)(F)F)S1